2-deoxy-L-rhamnose O=CC[C@H](O)[C@@H](O)[C@@H](O)C